FC1=C(C=CC(=C1)F)C1=CC(=NO1)C(=O)Cl 5-(2,4-difluorophenyl)isoxazole-3-carbonyl chloride